ClC=1N=CC2=C(N3C=CC(=C3CC2)C(=O)OCC)N1 ethyl 2-chloro-5,6-dihydropyrimido[4,5-e]indolizine-7-carboxylate